C(C)(C)OC(CCCCCCCCC(=O)OC(C)C)=O Diiso-propylsebacat